N-((cis)-3-((2-amino-6-(1-methyl-1H-pyrazol-4-yl)pyrazolo[1,5-a]pyrazin-4-yl)oxy)cyclobutyl)-N-methylacrylamide NC1=NN2C(C(=NC(=C2)C=2C=NN(C2)C)O[C@H]2C[C@H](C2)N(C(C=C)=O)C)=C1